C(C=C)C=1C(=C(C(=C(C(=O)C2=CC=CC=C2)C1)CC=C)CC=C)CC=C tetraallylbenzophenone